CN1NC2=C(CN(C=3C(=CC=CC23)[N+](=O)[O-])C([2H])([2H])[2H])C1=O 2-methyl-5-(methyl-d3)-6-nitro-4,5-dihydro-2H-pyrazolo[4,3-c]quinolone